2-[(1-Cyclopropylpyrazol-4-yl)amino]-4-[2-methoxy-3-(1-methyl-1,2,4-triazol-3-yl)anilino]-N-(trideuteromethyl)pyrimidine-5-carboxamide C1(CC1)N1N=CC(=C1)NC1=NC=C(C(=N1)NC1=C(C(=CC=C1)C1=NN(C=N1)C)OC)C(=O)NC([2H])([2H])[2H]